ClC=1C=C(C=CC1Cl)N1N=C(C(=C1F)C(F)(F)F)OC 1-(3,4-dichlorophenyl)-5-fluoro-3-methoxy-4-trifluoromethylpyrazole